1-(4-bromobenzyl)-5-methylpyridin-2(1H)-one BrC1=CC=C(CN2C(C=CC(=C2)C)=O)C=C1